FC(C1=C(C=CC(=C1)C(F)(F)F)[C@H](C)N1N=CC(=C1)NC(=O)C1=NOC(=C1)C1=NC=CC=N1)(F)F (S)-N-(1-(1-(2,4-bis(trifluoromethyl)phenyl)ethyl)-1H-pyrazol-4-yl)-5-(pyrimidin-2-yl)isoxazole-3-carboxamide